OC1=COC=C2C1=NC(C1=C2C=CS1)=O (R)-4-hydroxy-6H-pyrano[4,3-b]thieno[3,2-d]pyridin-6-one